tert-butyl (1-((2-cyanopyridin-4-yl)methyl)-4-methylpiperidin-4-yl)carbamate C(#N)C1=NC=CC(=C1)CN1CCC(CC1)(C)NC(OC(C)(C)C)=O